tert-butyl 4-[4-[2-[1-(6,7-dihydro-5H-pyrrolo[1,2-c]imidazol-1-yl)-2-oxo-2-(thiazol-2-ylamino)ethyl]-7-fluoro-3-oxo-isoindolin-5-yl]triazol-1-yl]piperidine-1-carboxylate C1(=C2N(C=N1)CCC2)C(C(NC=2SC=CN2)=O)N2CC1=C(C=C(C=C1C2=O)C=2N=NN(C2)C2CCN(CC2)C(=O)OC(C)(C)C)F